C(C)OC(NCC(COCCCCCCCCCCCCCC)OCCCCCCCCCCCCCC)=O ethyl-N-(2,3-di(tetradecanoxy) propyl)carbamate